(1S,4s)-4-(2-((1R,3S)-3-hydroxycyclohexylamino)-8-(2,4,6-trichlorophenylamino)-9H-purin-9-yl)-1-methylcyclohexanecarboxamide O[C@@H]1C[C@@H](CCC1)NC1=NC=C2N=C(N(C2=N1)C1CCC(CC1)(C(=O)N)C)NC1=C(C=C(C=C1Cl)Cl)Cl